(R)-4-(2-fluoro-4-(methylsulfinyl)phenyl)piperazine-1-carboxylic acid tert-butyl ester C(C)(C)(C)OC(=O)N1CCN(CC1)C1=C(C=C(C=C1)[S@](=O)C)F